(R)-3-(5-(hydroxymethyl)pyridin-3-yl)-3-(5-(2-(5,6,7,8-tetrahydro-1,8-naphthyridin-2-yl)ethoxy)-1H-indazol-1-yl)propionic acid OCC=1C=C(C=NC1)[C@@H](CC(=O)O)N1N=CC2=CC(=CC=C12)OCCC1=NC=2NCCCC2C=C1